2-(3,5-dichlorophenyl)-6-methylene-2-(trifluoromethyl)-3,6-dihydro-2H-pyran-4-carboxylic acid methyl ester COC(=O)C=1CC(OC(C1)=C)(C(F)(F)F)C1=CC(=CC(=C1)Cl)Cl